normal nonanol C(CCCCCCCC)O